[K+].N1=C(C=CC2=CC=CC=C12)C(=O)[O-] quinolate potassium